valeryl-benzonitrile C(CCCC)(=O)C1=C(C#N)C=CC=C1